3-Isopropyl-2-(5-methylfuran-2-yl)-7-(1-trityl-1H-imidazol-4-yl)imidazo[2,1-f][1,2,4]triazin-4(3H)-one C(C)(C)N1C(=NN2C(C1=O)=NC=C2C=2N=CN(C2)C(C2=CC=CC=C2)(C2=CC=CC=C2)C2=CC=CC=C2)C=2OC(=CC2)C